3-(8-oxa-3-azabicyclo[3.2.1]oct-3-ylmethyl)-5-chloro-4-methylaniline C12CN(CC(CC1)O2)CC=2C=C(N)C=C(C2C)Cl